C(C)OC(=O)C1=CC(=NN1COCC[Si](C)(C)C)C(O)C=1C(=NC(=CC1)N1CC2CC2C1)Cl.C(C([2H])([2H])[2H])(C([2H])([2H])[2H])(C([2H])([2H])[2H])O[2H] t-butanol-d10 ethyl-3-[(6-{3-azabicyclo[3.1.0]hexan-3-yl}-2-chloropyridin-3-yl)(hydroxy)methyl]-1-{[2-(trimethylsilyl)ethoxy]methyl}-1H-pyrazole-5-carboxylate